trans-trans-diaminodicyclohexylmethane NC(C1CCCCC1)(C1CCCCC1)N